ClC1=CC(=C(C=N1)N)N 6-chloropyridine-3,4-diamine